[N+](=O)([O-])C1=CC=C(OC2C3C4=C(C2CC3)C=C(C=C4)OC4=CC=C(C=C4)[N+](=O)[O-])C=C1 3,6-bis(4-nitrophenoxy)benzonorbornene